tert-butyl 4-[4-[[1-[(3R)-2,6-dioxo-3-piperidyl]-3,4-dihydro-2H-quinolin-5-yl]oxy]-1-piperidyl]piperidine-1-carboxylate O=C1NC(CC[C@H]1N1CCCC2=C(C=CC=C12)OC1CCN(CC1)C1CCN(CC1)C(=O)OC(C)(C)C)=O